ClC=1C(N(C(=CC1OCC1=CC=C(C=C1)OC)C)C1=CC(=NC=C1C)C(CC1CC1)=O)=O 3-chloro-2'-(2-cyclopropylacetyl)-4-[(4-methoxyphenyl)methoxy]-5',6-dimethyl-[1,4'-bipyridin]-2-one